OC1(CC1)CN\N=C\C(=O)OCC ethyl (E)-2-(2-((1-hydroxycyclopropyl)methyl)hydrazono)acetate